Methyl 5-(methylamino)-6-(3-methylimidazo[4,5-c]pyridin-7-yl)-3-[4-(4-methylimidazol-1-yl)anilino]pyrazine-2-carboxylate CNC=1N=C(C(=NC1C=1C2=C(C=NC1)N(C=N2)C)C(=O)OC)NC2=CC=C(C=C2)N2C=NC(=C2)C